N1=NC=C2N=CC=CN21 triazolo[4,3-b]pyrimidine